NCCC[N+]12CC[N+](CC1)(CC2)C 1-(3-aminopropyl)-4-methyl-1,4-diazabicyclo[2.2.2]octane-1,4-diium